4-trifluoromethylphenyl-pyrimidine FC(C1=CC=C(C=C1)C1=NC=CC=N1)(F)F